COC1=C(C=C(C=C1)C1N(CCOC1)C)S(=O)(=O)N 2-methoxy-5-(4-methylmorpholin-3-yl)benzenesulfonamide